vanillyl acetate (CITRONELLYL ACETATE) C(CC(C)CCC=C(C)C)CC(=O)O.C(C)(=O)OCC1=CC(OC)=C(O)C=C1